C(C(=C)C)(=O)OCC(CC1=CC=C(C=C1)CCC)O 4-(3-methacryloxy-2-hydroxypropyl)phenylpropane